racemic-1-(2-{[1-(2,2-difluoroethyl)-1H-pyrazol-4-yl]sulfonyl}-2H,4H,5H,6H-pyrrolo[3,4-c]pyrazol-5-yl)-3-hydroxy-2-methyl-2-(pyridin-2-yl)propan-1-one FC(CN1N=CC(=C1)S(=O)(=O)N1N=C2C(=C1)CN(C2)C([C@@](CO)(C2=NC=CC=C2)C)=O)F |r|